C(C)(C)(C)OC(=O)N(C=1C=C(C(=O)O)C=CC1)C 3-[tert-butoxycarbonyl(methyl)amino]benzoic acid